ClC1=CC(=C2CN(C(C2=C1)=O)C1C(NC(CC1)=O)=O)CN1CCNCC1 3-(6-chloro-1-oxo-4-(piperazin-1-ylmethyl)isoindolin-2-yl)piperidine-2,6-dione